C(C)OC(/C(=N/NCC1=CC=C(C=C1)C(F)(F)F)/N)=O.S1C(=CC=C1)C1=CC(=NN1)CNC(C1=C(C=CC=C1)C(F)(F)F)=O N-((5-(thiophen-2-yl)-1H-pyrazol-3-yl)methyl)-2-(trifluoromethyl)benzamide ethyl-(Z)-2-amino-2-(2-(4-(trifluoromethyl)benzyl)hydrazineylidene)acetate